(1aS,5aS)-2-(4-Chloro-pyridin-2-yl)-1a,2,5,5a-tetrahydro-1H-2,3-diaza-cyclopropa[a]pentalene-4-carboxylic Acid (2-Fluoro-1,1-dimethyl-ethyl)-amide FCC(C)(C)NC(=O)C=1C=2C[C@H]3[C@@H](C2N(N1)C1=NC=CC(=C1)Cl)C3